1-((2R,5S)-5-(piperazin-1-ylmethyl)tetrahydrofuran-2-yl)dihydropyrimidine-2,4(1H,3H)-dione hydrochloride Cl.N1(CCNCC1)C[C@@H]1CC[C@@H](O1)N1C(NC(CC1)=O)=O